(2E,2'E)-2,2'-(1-(5-(morpholine-4-carbonyl)furan-2-yl)ethane-1,2-diylidene)bis(N-ethylhydrazine-1-carbothioamide) N1(CCOCC1)C(=O)C1=CC=C(O1)\C(\C=N\NC(NCC)=S)=N\NC(NCC)=S